COC1=C(OCC2=CC3=C(S2)C=CC=C3)C=CC(=C1)[N+](=O)[O-] 2-((methoxy-4-nitrophenoxy)methyl)benzo[b]thiophene